(±)-cis-N-(6,8-dichloro-2,7-naphthyridin-3-yl)-2-fluorocyclopropanecarboxamide ClC=1C=C2C=C(N=CC2=C(N1)Cl)NC(=O)[C@H]1[C@H](C1)F |r|